Cl.CNOC N,O-dimethylhydroxyl-amine hydrochloride